C(C)(C)(C)OC(=O)N1C=C(C=C1)B(O)O (1-tert-butoxycarbonylpyrrol-3-yl)boronic acid